3-azabicyclo[3.1.0]hexane-6-carboximidamide C12CNCC2C1C(N)=N